NCC1=C(NC2=CC=CC=C2C1=O)C1=C(C=C(C=C1C)C(C)(C)C)OC1=C(C=C(C=C1)F)OC 3-(Aminomethyl)-2-[4-tert-butyl-2-(4-fluoro-2-methoxy-phenoxy)-6-methyl-phenyl]-1H-quinolin-4-one